NC=1SC2=C(N1)CC[C@@H](C2)NC(C(=O)C2=C(C(=C(N2C)C)C(=O)NC=2C=NC(=C(C2)C)F)C)=O (S)-5-(2-((2-amino-4,5,6,7-tetrahydrobenzo[d]thiazol-6-yl)amino)-2-oxoacetyl)-N-(6-fluoro-5-methylpyridin-3-yl)-1,2,4-trimethyl-1H-pyrrole-3-carboxamide